FC=1C(=CC2=C(N=C(O2)C)C1)COC1=CC=CC(=N1)C1CCN(CC1)CC1=NC2=C(N1C[C@H]1OCC1)C=C(C=C2)C(=O)OC(C)(C)C Tert-butyl (S)-2-((4-(6-((5-fluoro-2-methylbenzo[d]oxazol-6-yl) methoxy) pyridin-2-yl) piperidin-1-yl) methyl)-1-(oxetan-2-ylmethyl)-1H-benzo[d]imidazole-6-carboxylate